OCCN(CC(=O)[O-])CC(=O)O hydroxyethylcarboxymethylglycinate